8-methylpyrido[2,3-d]pyrimidin-5(8H)-one CN1C=CC(C2=C1N=CN=C2)=O